C(C)[C@@H]1[C@H](N(C1)C(=O)OC(C)(C)C)C(N[C@H](C(=O)OC)C[C@H]1C(NCC1)=O)=O (2S,3S)-tert-butyl 3-ethyl-2-(((S)-1-methoxy-1-oxo-3-((S)-2-oxopyrrolidin-3-yl)propan-2-yl)carbamoyl)azetidine-1-carboxylate